C[C@@H]1N(CC[C@H]2[C@@H](CCC[C@H]12)C(C(F)(F)F)=O)C(CC1=C(C#N)C=CC(=C1Cl)OC)=O 2-[2-[(1S,4aR,5R,8aS)-1-methyl-5-(2,2,2-trifluoroacetyl)-3,4,4a,5,6,7,8,8a-octahydro-1H-isoquinolin-2-yl]-2-oxoethyl]-3-chloro-4-methoxybenzonitrile